tert-butyl (12aR)-9-bromo-10-chloro-8-hydroxy-6-oxo-3,4,12,12a-tetrahydro-6H-pyrazino[2,1-c][1,4]benzoxazepine-2(1H)-carboxylate BrC1=C(C2=C(C(N3[C@@H](CO2)CN(CC3)C(=O)OC(C)(C)C)=O)C=C1O)Cl